ClC=1ON(C=C(N1)Cl)C=1C(=NN(C1C)C1CCNCC1)C 4-(4-(3,5-dichloro-2-oxa-pyrazine-1(2H)-yl)-3,5-dimethyl-1H-pyrazol-1-yl)piperidine